C(C)(C)(C)C1=CC=C(C=C1)C1=C(C(=CC=C1)N(C1=NC=2N(C3=CC(=CC=C13)Cl)C=NN2)C)F N-(4'-(tert-butyl)-2-fluoro-[1,1'-biphenyl]-3-yl)-8-chloro-N-methyl-[1,2,4]triazolo[4,3-a]quinazolin-5-amine